N1=CC(=CC=C1)C=1C=CC2=C(C1)C1(CC1)CO2 5-(3-pyridinyl)-2H-spiro[1-benzofuran-3,1'-cyclopropane]